2',6'-diisopropyl-1,1'-biphenyl C(C)(C)C1=C(C(=CC=C1)C(C)C)C1=CC=CC=C1